C(C=C)C=1C=C2C=CC(=C(C2=CC1)C=O)O 6-Allyl-2-hydroxy-1-naphthaldehyde